ClC1=NC(=NC(=C1C=O)Cl)C 4,6-Dichloro-2-methylpyrimidine-5-carbaldehyde